(1S,2R,4aS,6aR,6aS,6bR,8aR,10S,12aR,14bS)-10-Hydroxy-1,2,6a,6b,9,9,12a-heptamethyl-2,3,4,5,6,6a,7,8,8a,10,11,12,13,14b-tetradecahydro-1H-picene-4a-carboxylic acid C[C@@H]1CC[C@@]2(CC[C@@]3(C(=CC[C@H]4[C@]3(CC[C@@H]5[C@@]4(CC[C@@H](C5(C)C)O)C)C)[C@@H]2[C@H]1C)C)C(=O)O